6-((1,4-Dimethyl-1H-indazol-6-yl)methyl)-2-azaspiro[3.3]heptan CN1N=CC2=C(C=C(C=C12)CC1CC2(CNC2)C1)C